4-amino-3-hydroxy-6-methylheptanoic acid NC(C(CC(=O)O)O)CC(C)C